FC1(CCC(CC1)CNC=1N=CC2=C(N1)NC=C2C=2C=C1C(CNC(C1=CC2)=O)(C)C)F 6-(2-(((4,4-difluorocyclohexyl)methyl)amino)-7H-pyrrolo[2,3-d]pyrimidin-5-yl)-4,4-dimethyl-3,4-dihydroisoquinolin-1(2H)-one